O1NCCC=CC1 2,3,4,7-tetrahydro-1,2-oxazepine